3-(3-chloro-5-(cyclopropylmethoxy)phenyl)-2-methoxy-5-aminopyridine ClC=1C=C(C=C(C1)OCC1CC1)C=1C(=NC=C(C1)N)OC